OC=1C(=C(C=CC1)C1=CC=CC=C1)CC1=CC=CC=C1 monohydroxymonobenzylbiphenyl